cis-zirconocene [CH-]1C=CC=C1.[CH-]1C=CC=C1.[Zr+2]